N-methyl-5-((R)-3-methylmorpholino)-3-(1-(tetrahydro-2H-pyran-2-yl)-1H-pyrazol-5-yl)pyrazolo[1,5-a]pyrimidin-7-amine CNC1=CC(=NC=2N1N=CC2C2=CC=NN2C2OCCCC2)N2[C@@H](COCC2)C